C(CCC(=O)O)(=O)O.C1(CCC1)N[C@H]1[C@@H](C1)C=1C=C(SC1)C(=O)NC=1SC(=NN1)C 4-((1S,2R)-2-(cyclobutylamino)cyclopropyl)-N-(5-methyl-1,3,4-thiadiazol-2-yl)thiophene-2-carboxamide Succinate